NC1C(N(C=2N(CC1)N=C(C2)C2CC2)CC2=C(C=C(C=C2)OC)OC)=O 6-amino-2-cyclopropyl-4-[(2,4-dimethoxyphenyl)methyl]-7,8-dihydro-6H-pyrazolo[1,5-a][1,3]diazepin-5-one